S(N)(=O)(=O)C1=C(C=CC=C1)C1=CN=C(S1)[C@@H]1CC[C@H](CC1)NC(OC1COC1)=O oxetan-3-yl (trans-4-(5-(2-sulfamoylphenyl)thiazol-2-yl)cyclohexyl)carbamate